NC1=C(OC2=CC=C(C=C2)OC2=C(C=C(C=C2)N)N)C=CC(=C1)N 1,4-bis(2,4-diaminophenoxy)benzene